FC1=C(C(=C2C=CN(C2=C1)S(=O)(=O)C1=CC=C(C)C=C1)CO)C(C1=CC(=NC=C1)C(=N)SC)OC1OCCCC1 methyl 4-((6-fluoro-4-(hydroxymethyl)-1-tosyl-1H-indol-5-yl)((tetrahydro-2H-pyran-2-yl)oxy)methyl)pyridine-2-carbimidothioate